C(C1=CC=CC=C1)OC=1C=C(OC2=C(C=C(C=C2)CS(=O)(=O)C)Br)C=CC1 1-(3-benzyloxyphenoxy)-2-bromo-4-(methylsulfonylmethyl)benzene